BrC1=CC=C(C2=C1C=CO2)F 4-bromo-7-fluorobenzofuran